n-[4-[2-(4-fluorophenyl)-4-(3-methylphenyl)-1,3-thiazol-5-yl]-2-pyridyl]phenylacetamide CC1=CC(=CC=C1)C2=C(SC(=N2)C3=CC=C(C=C3)F)C4=CC(=NC=C4)NC(=O)CC5=CC=CC=C5